C1(=CC=CC=C1)C=1C=C2C(=CC1)C=1C=CC=C3NC=4C=CC=C2C4C13 9-phenyl-4H-naphtho[1,2,3,4-def]carbazole